6-bromo-1-(1-(difluoromethyl)cyclopropyl)-1H-benzo[d]imidazole BrC=1C=CC2=C(N(C=N2)C2(CC2)C(F)F)C1